C(C)(C)(C)OC(=O)NC1CCC(CC1)N(C(OC(C)(C)C)=O)CC(C1=CC=CC=C1)C=1C=C(C(=CC1)Cl)C1=C(C(=CC=C1C#N)OCC1=NC=CC=C1)F tert-Butyl ((1r,4r)-4-((tert-butoxycarbonyl)amino)cyclohexyl)(2-(6-chloro-6'-cyano-2'-fluoro-3'-(pyridin-2-ylmethoxy)-[1,1'-biphenyl]-3-yl)-2-phenylethyl)carbamate